BrC=1C2=CC=CC=3N=NNC(C32)=CC1 7-Bromo-1H-naphtho[1,8-de][1,2,3]triazine